[C-]#N.C(C)[NH+]1C=C(C=C1)C 1-Ethyl-3-methylpyrrolium cyanid